(1-(4-methoxyphenyl)ethyl)pyrrolidin-2-one COC1=CC=C(C=C1)C(C)N1C(CCC1)=O